(1S,3R)-3-[(2-methoxy-3-{[2-(pyrrolidin-1-yl)ethoxy]methyl}-6H,7H,8H-cyclopenta[b]1,5-naphthyridin-9-yl)amino]cyclopentane-1-carbonitrile COC=1N=C2C(=C3C(=NC2=CC1COCCN1CCCC1)CCC3)N[C@H]3C[C@H](CC3)C#N